N-[4-fluoro-5-(2-morpholin-ylpyrimidin-5-yl)-2-[rac-(3R)-3-(diethylamino)pyrrolidin-1-yl]phenyl]-1-methyl-6-oxo-4-(trifluoromethyl)pyridine-3-carboxamide FC1=CC(=C(C=C1C=1C=NC(=NC1)N1CCOCC1)NC(=O)C1=CN(C(C=C1C(F)(F)F)=O)C)N1C[C@@H](CC1)N(CC)CC |r|